ClC=1C=C2CN([C@H](C2=CC1C(F)(F)F)C)C(CC[C@@]1(C(NC(N1)=O)=O)C1CC1)=O (S)-5-(3-((S)-5-chloro-1-methyl-6-(trifluoromethyl)isoindolin-2-yl)-3-oxopropyl)-5-cyclopropylimidazole-2,4-dione